CN(C(=O)C1=CC=CN2C1=NS(CC2)(=O)=O)C2=CC=C(C=C2)C(C)C N-methyl-N-[4-(1-methylethyl)phenyl]-3,4-dihydropyrido[2,1-c][1,2,4]thiadiazine-9-carboxamide 2,2-dioxide